COC1=C(C=C(C(=O)NCC2=C(C=CC3=C2N(C=N3)C)OC)C=C1C)C 4-methoxy-N-((6-methoxyl-methyl-1H-benzimidazol-7-yl)methyl)-3,5-dimethylbenzamide